C1(CC1)C1=NC(=NO1)C1(CCN(CC1)C(NC1=C(C=CC=C1N1CCN(CC1)C(C)C)F)=S)C 4-(5-cyclopropyl-1,2,4-oxadiazol-3-yl)-N-{2-fluoro-6-[4-(propan-2-yl)piperazin-1-yl]phenyl}-4-methylpiperidine-1-thiocarboxamide